ClC=1N=C(C2=C(N1)N(C=C2)CCCN2CCOCC2)NC2CCN(CC2)C 2-chloro-N-(1-METHYLPIPERIDIN-4-yl)-7-(3-morpholinopropyl)-7H-pyrrolo[2,3-d]pyrimidin-4-amine